4-(4-fluoro-1-isopropyl-2-methyl-1H-benzo[d]imidazol-6-yl)-N-(4-fluoro-2-methoxy-5-nitrophenyl)pyrimidin-2-amine FC1=CC(=CC=2N(C(=NC21)C)C(C)C)C2=NC(=NC=C2)NC2=C(C=C(C(=C2)[N+](=O)[O-])F)OC